FC1=C(C=CC(=C1)[N+](=O)[O-])C 2-fluoro-1-methyl-4-nitro-benzene